threonine imidazolium salt N1C=[NH+]C=C1.N[C@@H]([C@H](O)C)C(=O)[O-]